Methyl 2-(4-(4-(5-methyl-7H-pyrrolo[2,3-d]pyrimidin-4-yl)-3,4-dihydro-2H-1,4-thiazin-6-yl)-1H-pyrazol-1-yl)acetate CC1=CNC=2N=CN=C(C21)N2CCSC(=C2)C=2C=NN(C2)CC(=O)OC